androstane-1,4-diene C[C@@]12CCC[C@H]1[C@@H]1CCC3=CCC=C[C@]3(C)[C@H]1CC2